3-iodo-1-(3-nitrophenyl)-1H-indazole IC1=NN(C2=CC=CC=C12)C1=CC(=CC=C1)[N+](=O)[O-]